C(CCCCCCCCCCCCCCCCCCCCCCCCCCCCCCCCCCCCCCC)(=O)O.CCCCCCCCCCCCCCCCCCCCC heneicosane tetracontanoate